6-(4-chloro-2-fluoro-phenyl)-1-fluoro-5-[4-[(3S)-1-(3-fluoropropyl)pyrrolidin-3-yl]oxyphenyl]-8,9-dihydro-7H-benzo[7]annulene-2-carboxylic acid ClC1=CC(=C(C=C1)C1=C(C2=C(CCC1)C(=C(C=C2)C(=O)O)F)C2=CC=C(C=C2)O[C@@H]2CN(CC2)CCCF)F